6-benzyl-2-(6-(trifluoromethyl)pyridin-2-yl)-4,5,6,7-tetrahydro-2H-pyrazolo[3,4-c]pyridin-3-ol C(C1=CC=CC=C1)N1CC=2C(CC1)=C(N(N2)C2=NC(=CC=C2)C(F)(F)F)O